C(#N)C=1C=NN2C1C(=CC(=C2)C=2N=NN(C2C)C2CCN(CC2)C(=O)OC(C)(C)C)O[C@H](C)C2=NC=CC=C2 tert-Butyl 4-(4-[3-cyano-4-[(1R)-1-(pyridin-2-yl)ethoxy]pyrazolo[1,5-a]pyridin-6-yl]-5-methyl-1,2,3-triazol-1-yl)piperidine-1-carboxylate